2-Amino-4-bromo-3,6-difluoro-5-iodobenzene-1-carboxamide NC1=C(C(=C(C(=C1F)Br)I)F)C(=O)N